NC1=NC=2N=CC(=CC2C2=C1COC2)C(=O)N2[C@H](COCC2)C2=CC=C(C=C2)C(F)(F)F (4-amino-1,3-dihydrofuro[3,4-c][1,8]naphthyridin-8-yl)((3S)-3-(4-(trifluoromethyl)phenyl)-4-morpholinyl)methanone